6-(7-azabicyclo[2.2.1]heptan-7-yl)-2-chloro-pyridine-3-carbonitrile C12CCC(CC1)N2C2=CC=C(C(=N2)Cl)C#N